[N+](=O)([O-])C1=C(C=CC(=C1)[N+](=O)[O-])S(=O)(=O)OC=1C=CC=2C(N(C(C3=CC=CC1C23)=O)CCCC)=O 2-butyl-1,3-dioxo-2,3-dihydro-1H-benzo[de]isoquinolin-6-yl 2,4-dinitrobenzenesulfonate